C(C1=CC(C(=O)OCCO)=CC=C1)(=O)OCCO bishydroxyethyl isophthalate